N-(3,4-dichloro-2-fluorophenyl)-7,8-dihydro[1,4]dioxino[2,3-g]quinazolin-4-amine ClC=1C(=C(C=CC1Cl)NC1=NC=NC2=CC3=C(C=C12)OCCO3)F